N-benzyl-2-(2,5-dimethoxy-4-propylphenyl)ethanamine C(C1=CC=CC=C1)NCCC1=C(C=C(C(=C1)OC)CCC)OC